4-bromo-N-(3-(trifluoromethyl)phenyl)pyrimidin-2-amine BrC1=NC(=NC=C1)NC1=CC(=CC=C1)C(F)(F)F